5,6-Difluoro-8-(4-(trifluoromethyl)phenyl)quinoline FC1=C2C=CC=NC2=C(C=C1F)C1=CC=C(C=C1)C(F)(F)F